ClC=1C(=CC2=C(N(C=N2)C2CC2)C1)C#CC1=NN(C(=C1C(=O)N)NC)[C@@H]1CN([C@H](C1)COC)C(C=C)=O 3-[2-(6-chloro-1-cyclopropyl-1,3-benzodiazol-5-yl)ethynyl]-1-[(3s,5r)-5-(methoxymethyl)-1-(prop-2-enoyl)pyrrolidin-3-yl]-5-(methylamino)pyrazole-4-carboxamide